2-chloro-4-((S or R)-2-methyl-4-(1-((R or S)-3,3,3-trifluoro-2-hydroxy-2-(3-methoxyphenyl)propanoyl)piperidin-4-yl)butoxy)benzoic acid ClC1=C(C(=O)O)C=CC(=C1)OC[C@H](CCC1CCN(CC1)C([C@@](C(F)(F)F)(C1=CC(=CC=C1)OC)O)=O)C |o1:12,22|